CC1=NC(=CC(=N1)NC1=NN2C(C=C(C=C2)C2=CC(=NC=C2OC[C@H]2CC3(CCCC3)CO2)C)=C1)C (R)-N-(2,6-dimethylpyrimidin-4-yl)-5-[2-methyl-5-(8-oxaspiro[4.4]nonan-7-ylmethoxy)-4-pyridyl]pyrazolo[1,5-a]pyridin-2-amine